((3-amino-5-oxo-4,5-dihydro-1,2,4-triazin-6-yl)methyl)isobutyramide methyl-(5-((2-bromobenzyl)oxy)-4-oxo-4H-chromene-2-carbonylamino)-L-alloisoleucyl-L-valinate CN([C@@H]([C@H](C)CC)C(=O)N[C@@H](C(C)C)C(=O)O)NC(=O)C=1OC2=CC=CC(=C2C(C1)=O)OCC1=C(C=CC=C1)Br.NC1=NN=C(C(N1)=O)CC(C(=O)N)(C)C